tert-butyl (2R,3S)-3-hydroxy-2-(hydroxymethyl)azetidine-1-carboxylate O[C@@H]1[C@H](N(C1)C(=O)OC(C)(C)C)CO